(E)-2-methoxy-6-(2-nitrovinyl)pyridine COC1=NC(=CC=C1)\C=C\[N+](=O)[O-]